2-(4-((Boc)amino)phenyl)thiazole-4-carboxylic acid C(=O)(OC(C)(C)C)NC1=CC=C(C=C1)C=1SC=C(N1)C(=O)O